ClC=1C=NN(C1)C1=C(C=C(C=C1)NC(CC1=C(C(=CC=C1)C(F)(F)F)Cl)=O)S(N)(=O)=O N-[4-(4-chloro-1H-pyrazol-1-yl)-3-sulfamoylphenyl]-2-[2-chloro-3-(trifluoromethyl)phenyl]acetamide